OC1=C(C=CC(=C1)O)C(\C=C\C1=CC=C(C=C1)O)=O (E)-1-(2,4-dihydroxyphenyl)-3-(4-hydroxyphenyl)-2-propen-1-one